[4-[6-amino-4-ethyl-5-(4-hydroxyphenyl)-3-pyridyl]phenyl]-morpholino-methanone NC1=C(C(=C(C=N1)C1=CC=C(C=C1)C(=O)N1CCOCC1)CC)C1=CC=C(C=C1)O